N-(3-(4-amino-3-fluorophenyl)-1-methyl-1H-pyrazol-5-yl)-2-fluorobenzamide NC1=C(C=C(C=C1)C1=NN(C(=C1)NC(C1=C(C=CC=C1)F)=O)C)F